CCC(CC)N1N=CC(=C1)C=1C=2N(C=C(N1)C=1C=NN(C1)C1CCN(CC1)C(C)=O)N=CC2 1-(4-(4-(4-(1-(pent-3-yl)-1H-pyrazol-4-yl)pyrazolo[1,5-a]pyrazin-6-yl)-1H-pyrazol-1-yl)piperidin-1-yl)ethanone